N-((5-chloro-6-(3-fluoropyridin-2-yl)-1H-indol-2-yl)methyl)acetamide ClC=1C=C2C=C(NC2=CC1C1=NC=CC=C1F)CNC(C)=O